oxalate zinc [Zn+2].C(C(=O)[O-])(=O)[O-]